N-bis(trimethylsilyl)aminopropyl-aminopropyltrimethoxysilane C[Si](C)(C)N([Si](C)(C)C)CCCNCCC[Si](OC)(OC)OC